ClC=1C=C(C=C(C1OCCCCl)Cl)S(=O)(=O)C1=CC=C(OC[C@@H](CO)O)C=C1 (R)-3-(4-((3,5-dichloro-4-(3-chloropropoxy)phenyl)sulfonyl)phenoxy)propane-1,2-diol